1-(7-(2-amino-5,6-dimethylbenzo[d]thiazol-4-yl)-8-fluoro-2-(((2R,7aS)-2-fluorotetrahydro-1H-pyrrolizin-7a(5H)-yl)methoxy)pyrido[4,3-d]pyrimidin-4-yl)-3-methylpiperidin-3-ol NC=1SC2=C(N1)C(=C(C(=C2)C)C)C2=C(C=1N=C(N=C(C1C=N2)N2CC(CCC2)(O)C)OC[C@]21CCCN1C[C@@H](C2)F)F